(E)-2-(6-(2-(4-methylbenzylidene)hydrazinyl)-2-morpholino-9H-purin-9-yl)-1-(pyridin-2-yl)ethan-1-one CC1=CC=C(\C=N\NC2=C3N=CN(C3=NC(=N2)N2CCOCC2)CC(=O)C2=NC=CC=C2)C=C1